[2-[5-azido-2-[(2,5-dioxopyrrolidin-1-yl) oxycarbonyloxymethyl] benzoyl] hydrazino]2,2-dimethylpropionate N(=[N+]=[N-])C=1C=CC(=C(C(=O)NNCC(C(=O)[O-])(C)C)C1)COC(=O)ON1C(CCC1=O)=O